(2'-aminoethyl)methane NCCC